C(C(O)C1=CC=CC=C1)(=O)O.N1=CC=CC(=C1)[C@@H]1N(C)CCC1 |r| racemic-nicotine mandelate